(1R,2S,3R,5R)-3-(4-amino-5-bromo-7H-pyrrolo[2,3-d]pyrimidin-7-yl)-5-(((3-((2-fluorophenethyl)amino)propyl)amino)methyl)cyclopentane-1,2-diol NC=1C2=C(N=CN1)N(C=C2Br)[C@H]2[C@@H]([C@@H]([C@H](C2)CNCCCNCCC2=C(C=CC=C2)F)O)O